FC(C=1C=C(\C=C/2\C(C3=CC=C(C=C3CC2)OCC2=CC=C(C=C2)Br)=O)C=C(C1)C(F)(F)F)(F)F ((E)-2-(3,5-bis(trifluoromethyl)-benzylidene)-6-((4-bromobenzyl)oxy)-3,4-dihydronaphthalen-1(2H)-one)